methyl 5-chloro-7-[5-chloro-2-[2-[5-cyano-2-methyl-4-oxo-7-(trifluoromethyl)quinazolin-3-yl]ethoxy]phenyl]thieno[3,2-b]pyridine-3-carboxylate ClC1=CC(=C2C(=N1)C(=CS2)C(=O)OC)C2=C(C=CC(=C2)Cl)OCCN2C(=NC1=CC(=CC(=C1C2=O)C#N)C(F)(F)F)C